ClC=1C=CC=C2C=C(C=C(C12)C1=C(C=C2C(=NC(=NC2=C1F)F)N1C[C@@H](N(CC1)C(=O)OC(C)(C)C)CC#N)F)OCOC tert-butyl (2S)-4-(7-(8-chloro-3-(methoxy Methoxy)naphthalen-1-yl)-2,6,8-trifluoroquinazolin-4-yl)-2-(cyanomethyl)piperazine-1-carboxylate